C1(=CC=C(C=C1)NC1=CC=C(C=C1)CC(=O)OC)C Methyl 2-(4-(p-tolylamino)phenyl)acetate